[Na+].[Na+].[PH2](=O)[O-].[Na+].[PH2](=O)[O-].[PH2](=O)[O-] sodium hypophosphite, disodium salt